ClC1=CC=C(C=C1)CC(=O)NC[C@H]([C@@H](O)C1C(C(CC(O1)C(=O)O)O)NC(CO)=O)O 6-((1R,2R)-3-(2-(4-chlorophenyl)acetamido)-1,2-dihydroxypropyl)-4-hydroxy-5-(2-hydroxyacetamido)tetrahydro-2H-pyran-2-carboxylic acid